FC1=CC=2N(C=C1)C(=CN2)C2=C1CNC(C1=C(C=C2)NC2=NC(=C(C=C2)[C@@H]2COCC2)CNC(C)C)=O (R)-4-(7-fluoro-imidazo[1,2-a]pyridin-3-yl)-7-((6-((isopropyl-amino)methyl)-5-(tetrahydrofuran-3-yl)pyridin-2-yl)amino)isoindolin-1-one